NC1=NC2=C(N1CCCCCNC(OC(C)(C)C)=O)C=CC(=C2)CO[Si](C(C)C)(C(C)C)C(C)C tert-butyl N-{5-[2-amino-5-({[tris(propan-2-yl)silyl]oxy}methyl)-1H-1,3-benzodiazol-1-yl]pentyl}carbamate